ClC=1C=C(C=CC1)C(C(OC(=O)N[C@H](C(=O)O)CC1CCCCC1)C1=CC=C(C=C1)Cl)(C)C (2S)-2-(((2-(3-chlorophenyl)-1-(4-chlorophenyl)-2-methylpropoxy)carbonyl)amino)-3-cyclohexylpropanoic acid